[(2S,3S,4E,6R,7S,10R)-2-[(E)-1-(3-fluoro-5-morpholin-4-ylphenyl)prop-1-en-2-yl]-10-hydroxy-3,7-dimethyl-12-oxo-1-oxacyclododec-4-en-6-yl](3S)-3-(dimethylamino)pyrrolidine-1-carboxylate FC=1C=C(C=C(C1)N1CCOCC1)\C=C(/C)\[C@H]1OC(C[C@@H](CC[C@@H]([C@H](/C=C/[C@@H]1C)OC(=O)N1C[C@H](CC1)N(C)C)C)O)=O